Di-tert.-Butyl-Catechol C(C)(C)(C)C=1C(=C(C(O)=CC1)O)C(C)(C)C